OC1=C(C=CC(=C1C)OCCOCCOCC)C1=NC(=NC(=N1)C1=C(C(=C(C=C1)OCCOCCOCC)C)O)C1=C(C(=C(C=C1)OCCOCCOCC)C)O 2,4,6-tris(2-hydroxy-3-methyl-4-ethoxyethoxyethoxyphenyl)-1,3,5-triazine